NC(C(=O)O)CC1=CC(C(=CC1=O)O)=NC1C(C1)C1=CC=CC=C1 2-amino-3-[4-hydroxy-6-oxo-3-(2-phenyl-1-cyclopropylimino)-cyclohexa-1,4-dienyl]-propionic acid